N-(8,9-difluoro-6-oxo-1,4,5,6-tetrahydro-2H-pyrano[3,4-c]isoquinolin-1-yl)-2-(difluoromethyl)-N-methylisonicotinamide FC=1C(=CC=2C3=C(NC(C2C1)=O)COCC3N(C(C3=CC(=NC=C3)C(F)F)=O)C)F